(1R)-1-[3-(difluoromethyl)-2-fluorophenyl]ethan-1-amine hydrogen chloride Cl.FC(C=1C(=C(C=CC1)[C@@H](C)N)F)F